FC(C(C(=O)O)OC1=CC=CC=C1)F 3,3-difluoro-2-phenoxypropanoic acid